4-(2-((8-(tert-butoxycarbonyl)-1,8-diazaspiro[4.5]decan-1-yl)methyl)-5-(trifluoromethyl)phenyl)-2,2-dimethylbut-3-ynoic acid C(C)(C)(C)OC(=O)N1CCC2(CCCN2CC2=C(C=C(C=C2)C(F)(F)F)C#CC(C(=O)O)(C)C)CC1